O=C(CC)OC1=CN(CC1)CC(F)(F)F 3-oxo-3-((1-(2,2,2-trifluoroethyl)pyrroline-3-yl)oxy)propane